(S)-4-((2-(4-(2-((((9H-fluoren-9-yl)methoxy)carbonyl)amino)-2-carboxyethyl)phenoxy)ethyl)amino)-N,N,N-trimethyl-4-oxobutan-1-aminium 2,2,2-trifluoroacetate FC(C(=O)[O-])(F)F.C1=CC=CC=2C3=CC=CC=C3C(C12)COC(=O)N[C@@H](CC1=CC=C(OCCNC(CCC[N+](C)(C)C)=O)C=C1)C(=O)O